F[C@H]1CN(CC[C@H]1NC1=NN2C(C(=N1)OC[2H])=C(C=C2)C=2C=CC1=C(N(N=N1)CC(F)(F)F)C2)C2COC2 N-((3S,4R)-3-fluoro-1-(oxetan-3-yl)piperidin-4-yl)-4-(methoxy-d)-5-(1-(2,2,2-trifluoroethyl)-1H-benzo[d][1,2,3]triazol-6-yl)pyrrolo[2,1-f][1,2,4]triazin-2-amine